Di-tert.Butylperoxid C(C)(C)(C)OOC(C)(C)C